C(C)(C)(C)OC(=O)N1C2C(CCC(N(C3CCCC(N(C4CCC(C1C4)OC)C4=CC=CC=C4)C3Cl)C3=CC=CC=C3)C2)OC 2-tert-butoxycarbonyl-20-chloro-8,14-diphenyl-4,18-dimethoxy-2,8,14-triazatetracyclo[13.3.1.13,7.19,13]Heneicosane